BrC=1C=C2C(=CNC2=CC1)NC(=O)N1CC2=CC=C(C=C2CC1)C1=CC=CC=C1 N-(5-bromo-1H-indol-3-yl)-6-phenyl-3,4-dihydroisoquinoline-2(1H)-carboxamide